N-(2-methylimidazolyl-1-ethyl)urea CC=1NC=C(N1)CCNC(=O)N